lithium 2,5-dihydroxyterephthalic acid OC1=C(C(=O)O)C=C(C(=C1)C(=O)O)O.[Li]